CN1N=C(C=C1)C(=O)N(C1CCNCC1)C1=CC=CC=C1 1-methyl-N-phenyl-N-(piperidin-4-yl)-1H-pyrazole-3-carboxamide